8-O-[bis(benzyloxy) phosphoryl]-7-O-[(3R)-3-(decanoyloxy) tetradecanoyl]-2,6-bis{[(3R)-3-(decanoyloxy) tetradecanoyl] amino}-2,3,4,6-tetradeoxy-D-erythro-L-galacto-deconate C(C1=CC=CC=C1)OP(=O)(OCC1=CC=CC=C1)O[C@@H]([C@@H]([C@H]([C@H](CC[C@@H](C(=O)[O-])NC(C[C@@H](CCCCCCCCCCC)OC(CCCCCCCCC)=O)=O)O)NC(C[C@@H](CCCCCCCCCCC)OC(CCCCCCCCC)=O)=O)OC(C[C@@H](CCCCCCCCCCC)OC(CCCCCCCCC)=O)=O)[C@H](O)CO